COC1=CC=2N(C=C1C(=O)NC1=CSC=C1C)C=C(N2)C2CCOCC2 7-methoxy-N-(4-methylthiophene-3-yl)-2-(tetrahydro-2H-pyran-4-yl)imidazo[1,2-a]pyridine-6-carboxamide